C(C)(C)(C)S(=O)NCC1=C(OC=2C=C(C(=O)OC(C)(C)C)C=CC2NC(=O)C=2C=NN3C2N=C(C=C3)Cl)C=CC(=C1)F tert-butyl 3-[2-[(tert-butylsulfinylamino)methyl]-4-fluoro-phenoxy]-4-[(5-chloropyrazolo[1,5-a]pyrimidine-3-carbonyl)amino]benzoate